C(CCC)OP(O)(=O)CC(CCCC)CC butyl-(2-ethylhexyl)phosphonic acid